C(C(=C)C)(=O)OCCCC[SiH2]C(OCC)OCC δ-methacryloyloxybutyl-diethoxymethylsilane